FC(C=1C(=CN(C(C1)=O)C)C(=O)NC1=C(C=C(C(=C1)C=1C=NN(C1)CCN1CCOCC1)F)N1C[C@H](N(CC1)C)C)F |r| 4-(difluoromethyl)-N-[4-fluoro-5-[1-(2-morpholin-4-ylethyl)pyrazol-4-yl]-2-[rac-(3R)-3,4-dimethylpiperazin-1-yl]phenyl]-1-methyl-6-oxopyridine-3-carboxamide